ethyl 4-bromo-2,3-dihydro-1H-indene-2-carboxylate BrC1=C2CC(CC2=CC=C1)C(=O)OCC